8-fluoro-imidazo[1,2-a]pyridine FC=1C=2N(C=CC1)C=CN2